gold-cerium [Ce].[Au]